C(C)(C)(C)OC(=O)N1CC(C1)C1=CC(=C(C(=C1)C)C=O)Cl 3-(3-chloro-4-formyl-5-methylphenyl)azetidine-1-carboxylic acid tert-butyl ester